C[C@]12CC([C@H](CC1)C2(C)C)OC(C2=CC(=C(C=C2)OCCN2C=NC=C2)OC)=O (1R,4R)-4,7,7-trimethylbicyclo[2.2.1]heptan-2-yl-4-(2-(1H-imidazol-1-yl)ethoxy)-3-methoxybenzoate